ClC1=C(C(=O)C2=CNC3=C2C2=C(NC([C@]4(N2)CO[C@@H](CC4)CO)=O)C=N3)C=CC(=C1)OC1=CC=CC=C1 (3R,6S)-9'-(2-chloro-4-Phenoxybenzoyl)-6-(hydroxymethyl)-4',5,6,7'-tetrahydro-2H,4H-spiro[pyran-3,2'-pyrrolo[3',2':5,6]pyrido[3,4-b]pyrazine]-3'(1'H)-one